anthranilic acid, N-isopropyl-anthranylamide C(C)(C)N(C(C=1C(N)=CC=CC1)=O)C1=CC=CC2=CC3=CC=CC=C3C=C12